N-(methyl(oxo)(m-tolyl)-λ6-sulfaneylidene)-7-(5-(trifluoromethyl)-1,2,4-oxadiazol-3-yl)imidazo[1,2-a]pyridine-2-carboxamide CS(=NC(=O)C=1N=C2N(C=CC(=C2)C2=NOC(=N2)C(F)(F)F)C1)(C=1C=C(C=CC1)C)=O